C(C)OC(=O)C1=CN(C2=NC(=CC(=C2C1=O)C)Cl)C1=NC(=NS1)COC 7-chloro-1-[3-(methoxymethyl)-1,2,4-thiadiazol-5-yl]-5-methyl-4-oxo-1,4-dihydro-1,8-naphthyridine-3-carboxylic acid ethyl ester